ClC=1C=CC=C2C=CC=C(C12)N1CC=2N=C(N=C(C2CC1)N1C[C@@H](N(CC1)C(C(=C)F)=O)CC#N)OC[C@H]1N(CCC1)C 2-((S)-4-(7-(8-chloronaphthalen-1-yl)-2-(((S)-1-methylpyrrolidine-2-yl)methoxy)-5,6,7,8-tetrahydropyrido[3,4-d]pyrimidin-4-yl)-1-(2-fluoroacryloyl)piperazin-2-yl)acetonitrile